C(C)(C)(C)C1=C(C=CC(=C1)C(C)C)O 2-tertiary butyl-4-isopropyl-phenol